CC=1N=C(C2=C(N(C3=CC=CC=C23)CC(=O)N2[C@@H]3C[C@@]3(C[C@H]2C(NC2=NC(=CC=C2)Br)=O)C)N1)N methyl-4-amino-9-(2-((1R,3S,5R)-3-((6-bromopyridin-2-yl)carbamoyl)-5-methyl-2-azabicyclo[3.1.0]hexan-2-yl)-2-oxoethyl)-9H-pyrimido[4,5-b]indole